C[C@H]1CN(CCO1)C=1C=C(C=CC1)O (S)-3-(2-methylmorpholinyl)phenol